4,4'-azobis(4-methyl-valeric acid) N(=NC(CCC(=O)O)(C)C)C(CCC(=O)O)(C)C